N,N-bis(3-methoxybenzyl)-4-(piperidin-1-ylmethyl)aniline COC=1C=C(CN(C2=CC=C(C=C2)CN2CCCCC2)CC2=CC(=CC=C2)OC)C=CC1